6,7-dihydropyrano[b]pyran-2,4(3H,5H)-dione O1C(CC(C2=C1OCCC2)=O)=O